tert-butyl 2-(3-fluoro-5-(methoxycarbonyl)phenyl)pyrrolidine-1-carboxylate FC=1C=C(C=C(C1)C(=O)OC)C1N(CCC1)C(=O)OC(C)(C)C